ClC1=NC=2CCN(CC2C=C1)C(=O)OC(C)(C)C tertbutyl 2-chloro-7,8-dihydro-1,6-naphthyridine-6(5H)-carboxylate